C1(=CC=CC2=CC=CC=C12)CC1=CC(N2[C@@H](CSC2=C1C=1SC=CC1)C(=O)O)=O (3R)-6-[(1-Naphthyl)methyl]-4-oxo-7-(2-thienyl)-1-thia-3a-aza-3-indancarboxylic acid